2-(4-bromo-2-methoxyphenyl)-7-[1-(tert-butoxycarbonyl)piperidin-4-yl]-2H-pyrazolo[4,3-b]pyridine-3-carboxylic acid BrC1=CC(=C(C=C1)N1N=C2C(N=CC=C2C2CCN(CC2)C(=O)OC(C)(C)C)=C1C(=O)O)OC